4-(4H-1,2,4-triazol-4-yl)benzoic acid N=1N=CN(C1)C1=CC=C(C(=O)O)C=C1